C(C)(C)(C)OC(=O)N=C(N1C[C@@H](CCC1)NC=1N=NC(=C(C1)C)C1=C(C=C(C=C1)C#CC)OCOCC)NC(OC(C)(C)C)=O tert-butyl (R)-(((tert-butoxycarbonyl)imino)(3-((6-(2-(ethoxymethoxy)-4-(prop-1-yn-1-yl)phenyl)-5-methylpyridazin-3-yl)amino)piperidin-1-yl)methyl)carbamate